NC=1C=2N(C=CN1)C(=NC2C(C2=CC=C(C=C2)OC2=CC=CC=C2)=O)[C@H]2N(CCC2)C(C=C)=O (S)-1-(2-(8-amino-1-(4-phenoxybenzoyl)imidazo[1,5-a]pyrazin-3-yl)pyrrolidin-1-yl)prop-2-en-1-one